(S)-5-(1-(2-fluoropropyl)-1H-benzo[d][1,2,3]triazol-6-yl)-4-methoxy-N-(2-oxaspiro[3.5]nonan-7-yl)pyrrolo[2,1-f][1,2,4]triazin-2-amine F[C@H](CN1N=NC2=C1C=C(C=C2)C=2C=CN1N=C(N=C(C12)OC)NC1CCC2(COC2)CC1)C